(1R)-2,2-difluoro-N-(6-(2-((6-(1-hydroxypropyl)-4-methylpyridin-3-yl)amino)-1H-imidazol-1-yl)pyrimidin-4-yl)cyclopropane-1-carboxamide FC1([C@H](C1)C(=O)NC1=NC=NC(=C1)N1C(=NC=C1)NC=1C=NC(=CC1C)C(CC)O)F